CO[C@H]1[C@@H](CO[C@H]([C@@H]1OC)O[C@@H]2[C@H](O[C@H]([C@@H]([C@H]2O)O)OC3=C4COC(=O)C4=C(C5=CC(=C(C=C53)OC)OC)C6=CC7=C(C=C6)OCO7)CO)O The molecule is a member of the class of cleistanthins that is cleistanthin A in which the hydroxy group at position 4 of the glucoside moiety has been converted to the corresponding 2,3-di-O-methyl-beta-D-xylopyranoside. It is a member of cleistanthins and a disaccharide derivative. It derives from a cleistanthin B.